The molecule is a galactosiduronic acid in which beta-D-galacturonic acid is linked glycosidically to a 3-aminopropyl group. It is a conjugate acid of a 3-aminopropyl beta-D-galactopyranosiduronate. C(CN)CO[C@H]1[C@@H]([C@H]([C@H]([C@H](O1)C(=O)O)O)O)O